tert-Butyl (S)-6-diazo-2-((S)-2-(2-(dimethylamino)acetamido)-3-(1-methyl-1H-indol-3-yl)propanamido)-5-oxohexanoate [N+](=[N-])=CC(CC[C@@H](C(=O)OC(C)(C)C)NC([C@H](CC1=CN(C2=CC=CC=C12)C)NC(CN(C)C)=O)=O)=O